4-[[4-[(2R)-3-(3,4-Dihydro-1H-Isoquinolin-2-Yl)-2-Hydroxy-Propyl]-2,2-Dimethyl-5-Oxo-3h-1,4-Benzoxazepin-8-Yl]Oxy]piperidine-1-Carbaldehyde C1N(CCC2=CC=CC=C12)C[C@H](CN1CC(OC2=C(C1=O)C=CC(=C2)OC2CCN(CC2)C=O)(C)C)O